2-(dimethylamino)-6-methoxyisonicotinic acid ethyl ester C(C)OC(C1=CC(=NC(=C1)OC)N(C)C)=O